tert-butyl (R)-4-(3-amino-2-chloro-5-cyanophenyl)-3-methylpiperazine-1-carboxylate NC=1C(=C(C=C(C1)C#N)N1[C@@H](CN(CC1)C(=O)OC(C)(C)C)C)Cl